3-{2-chloro-4-[3-(dimethylamino)prop-1-yn-1-yl]phenoxylpropyl}-1,3-thiazole-4-carboxylic acid ClC1=C(OCCCN2CSC=C2C(=O)O)C=CC(=C1)C#CCN(C)C